5-{2-[2-(4,7-Dichlorochinolin-8-sulfonamido)phenyl]ethynyl}pyridin ClC1=CC=NC2=C(C(=CC=C12)Cl)S(=O)(=O)NC1=C(C=CC=C1)C#CC=1C=CC=NC1